4-(dimethylamino)but-2-enoic acid hydrochloride Cl.CN(CC=CC(=O)O)C